C(C1=CC=CC=C1)OC1=NC(=CC=C1C1=NN(C2=C(C=CC=C12)N1CCNCC1)C)OCC1=CC=CC=C1 3-(2,6-bis(benzyloxy)pyridin-3-yl)-1-methyl-7-(piperazin-1-yl)-1H-indazole